FC=1C=CC=C2C(N(C(=NC12)N1CCN(CC1)C1=CC(=CC=C1)OC)C1=C(C=CC(=C1)C(F)(F)F)OC)CC(=O)O 2-{8-fluoro-2-[4-(3-methoxyphenyl)piperazin-1-yl]-3-[2-methoxy-5-(trifluoromethyl)phenyl]-3,4-dihydroquinazolin-4-yl}acetic acid